tert-butyl (14R,5S,6r)-6-{[2-(5-methoxy-2-pyridinyl)hydrazino]carbonyl}-3-azabicyclo[3.1.0]hexane-3-carboxylate COC=1C=CC(=NC1)NNC(=O)C1[C@H]2CN(CC12)C(=O)OC(C)(C)C